C(C#CC)N1CC(C1)(F)COC(=O)N1CCC(CC1)NC1=CC(=NC=2N1N=CC2C(C)C)C2CCOCC2 4-((3-isopropyl-5-(tetrahydro-2H-pyran-4-yl)pyrazolo[1,5-a]pyrimidin-7-yl)amino)piperidine-1-carboxylic acid (1-(but-2-ynyl)-3-fluoroazetidine-3-yl)methyl ester